S(OC1=CC=C(C=C1)OCC1=C(C=C(C=C1F)N1N=C(N=C1)S(N)(=O)=O)F)(=O)(=O)F 4-((2,6-difluoro-4-(3-sulfamoyl-1H-1,2,4-triazol-1-yl)benzyl)oxy)phenyl sulfurofluoridate